NC1=C(C=CC=C1)C(CCC(=O)O)=O 4-(2-aminophenyl)-4-oxobutanoic acid